CN1C(=C([C@H]2[C@H](O)[C@H](O)[C@@H](CO)O2)C(NC1=O)=O)C=O 1-Methyl-6-formyl-pseudouridine